O=C1N(C=CC=C1)C1=CC=NC=C1 2-oxo-2H-[1,4'-bipyridine]